NC=1C2=C(N(C(N1)=O)C=1C(=NC=CC1)Cl)N=C(C=C2)C2CC2 (-)-4-amino-1-(2-chloropyridin-3-yl)-7-cyclopropylpyrido[2,3-d]pyrimidin-2(1H)-one